3-(2-oxo-6-(4-((4-(2-(pyridin-3-yl)pyrimidin-4-yl)piperazin-1-yl)methyl)benzyl)benzo[cd]indol-1(2H)-yl)piperidine-2,6-dione O=C1N(C2=CC=C(C=3C2=C1C=CC3)CC3=CC=C(C=C3)CN3CCN(CC3)C3=NC(=NC=C3)C=3C=NC=CC3)C3C(NC(CC3)=O)=O